3-(2-fluorophenyl)-5-methyl-2-(3-(piperidin-1-yl)benzyl)-2,4,5,6-tetrahydropyrrolo[3,4-c]pyrazole FC1=C(C=CC=C1)C1=C2C(=NN1CC1=CC(=CC=C1)N1CCCCC1)CN(C2)C